3-(3-(trifluoromethyl)benzyl)benzaldehyde FC(C=1C=C(CC=2C=C(C=O)C=CC2)C=CC1)(F)F